2-ethoxy-2-methyl-1-(1-triisopropylsilylpyrazolo[3,4-b]pyridin-5-yl)propan-1-one C(C)OC(C(=O)C=1C=C2C(=NC1)N(N=C2)[Si](C(C)C)(C(C)C)C(C)C)(C)C